N-(4-fluorophenyl)-1-{6-[(3-methylbutanoyl)amino]pyridin-3-yl}cyclobutane-1-carboxamide FC1=CC=C(C=C1)NC(=O)C1(CCC1)C=1C=NC(=CC1)NC(CC(C)C)=O